C1(CC1)C1=C(C=CC(=C1)F)C=1CCCC2=C(C1C1=CC=C(C=C1)C=C1CN(C1)CCCF)C=CC(=C2)C(=O)O 8-(2-cyclopropyl-4-fluorophenyl)-9-(4-((1-(3-fluoropropyl)azetidin-3-ylidene)methyl)phenyl)-6,7-dihydro-5H-benzo[7]annulene-3-carboxylic acid